COC1CN(CC1)CC1=CC(=NC=C1)NC=1SC2=NC(=CC=C2N1)C=1C=NNC1C N-(4-((3-methoxypyrrolidin-1-yl)methyl)pyridin-2-yl)-5-(5-methyl-1H-pyrazol-4-yl)thiazolo[5,4-b]pyridin-2-amine